((3R,4R)-4-fluoropiperidin-3-yl) carbamate C(N)(O[C@@H]1CNCC[C@H]1F)=O